Tert-Butyl 4-(1,3-benzoxazol-2-yl)-4-fluoropiperidine-1-carboxylate O1C(=NC2=C1C=CC=C2)C2(CCN(CC2)C(=O)OC(C)(C)C)F